diethyl phosphate Phosphate P(=O)(O)(O)O.P(=O)(OCC)(OCC)O